FC1=CC=C(C=C1)NC([C@@H](C)C=1C=C2CCCN(C2=CC1)C(C(C)OC)=O)=O (2S)-N-(4-fluorophenyl)-2-[1-(2-methoxypropanoyl)-1,2,3,4-tetrahydroquinolin-6-yl]propanamide